4-amino-3-iodo-1H-pyrazolo[3,4-d]pyrimidine NC1=C2C(=NC=N1)NN=C2I